C(C)(C)(C)C1=CC(=CC(=C1O)C(C)(C)C)C 2,6-di(t-butyl)p-cresol